FC(C(C)N1N=CC=C1C(=O)OCC)(F)F ethyl 1-(1,1,1-trifluoropropan-2-yl)-1H-pyrazole-5-carboxylate